3-(pyridin-4-yl)bicyclo[1.1.1]pentan N1=CC=C(C=C1)C12CC(C1)C2